{4-[1-cyclopropyl-4-(trifluoromethyl)imidazol-2-yl]phenyl-methyl}-2-(4-cyclopropyl-6-methoxypyrimidin-5-yl)pyrido[2,3-d]pyrimidin-7-one C1(CC1)N1C(=NC(=C1)C(F)(F)F)C1=CC=C(C=C1)CC=1C=2C(N=C(N1)C=1C(=NC=NC1OC)C1CC1)=NC(CC2)=O